(mesyl)hydroxylamine S(=O)(=O)(C)NO